((1-trityl-1H-indazol-6-yl)methylene)propane-2-sulfinamide C(C1=CC=CC=C1)(C1=CC=CC=C1)(C1=CC=CC=C1)N1N=CC2=CC=C(C=C12)C=CC(C)S(=O)N